2-(((2R,3R,4R,5R)-5-(6-amino-9H-purin-9-yl)-4-fluoro-3-hydroxytetrahydrofuran-2-yl)methoxy)malonic acid NC1=C2N=CN(C2=NC=N1)[C@H]1[C@@H]([C@@H]([C@H](O1)COC(C(=O)O)C(=O)O)O)F